ClC=1C=C2N(C(N=C3C2=C(OC[C@@H]2[C@@H]4CC[C@H](CN32)N4C(=O)OC(C)(C)C)N1)=O)CC1=CC(=C(C=C1)C)C tert-butyl (5aS,6S,9R)-2-chloro-13-(3,4-dimethylbenzyl)-12-oxo-5a,6,7,8,9,10,12,13-octahydro-5H-4-oxa-3,10a,11,13,14-pentaaza-6,9-methanonaphtho[1,8-ab]heptalene-14-carboxylate